(S)-4-(3-amino-2-(dimethylamino)propyl)-2-fluoro-N,3-dimethylbenzamide NC[C@H](CC1=C(C(=C(C(=O)NC)C=C1)F)C)N(C)C